methyl 2-acetamido-7-[(3S,5S)-4-tert-butoxycarbonyl-3,5-dimethyl-piperazin-1-yl]-1,3-benzothiazole-4-carboxylate C(C)(=O)NC=1SC=2C(N1)=C(C=CC2N2C[C@@H](N([C@H](C2)C)C(=O)OC(C)(C)C)C)C(=O)OC